1-cyano-N-(3-(3-cyanophenyl)isoxazol-5-yl)-3-fluoropiperidine-3-carboxamide C(#N)N1CC(CCC1)(C(=O)NC1=CC(=NO1)C1=CC(=CC=C1)C#N)F